hexylsulfonate tetraoctylphosphonium salt C(CCCCCCC)[P+](CCCCCCCC)(CCCCCCCC)CCCCCCCC.C(CCCCC)S(=O)(=O)[O-]